FC1=C(CNC2=CN=C3N(C2=O)[C@@H](CC3)C(=O)NCC3=CC2=C(CN(C2)C(=O)OC(C)(C)C)S3)C=C(C=C1)C tert-butyl (S)-2-((3-((2-fluoro-5-methylbenzyl)amino)-4-oxo-4,6,7,8-tetrahydropyrrolo[1,2-a]pyrimidine-6-carboxamido)methyl)-4,6-dihydro-5H-thieno[2,3-c]pyrrole-5-carboxylate